Methyl-(6-chinolin-3-ylpyridazin-3-yl)(2,2,6,6-tetramethylpiperidin-4-yl)amin CN(C1CC(NC(C1)(C)C)(C)C)C=1N=NC(=CC1)C=1C=NC2=CC=CC=C2C1